4-(1,1-dimethylethyl)-phenylpropionaldehyde CC(C)(C)C1=CC=C(C=C1)C(C=O)C